8-((cis-4-((Z)-(tert-butoxyimino)(4-((2-oxooxazolidin-3-yl)methyl)phenyl)methyl)cyclohexyl)-(methyl)amino)-5-methyl-6-oxo-5,6-dihydro-1,5-naphthyridine-2,7-dicarbonitrile C(C)(C)(C)O\N=C(\[C@H]1CC[C@H](CC1)N(C1=C(C(N(C=2C=CC(=NC12)C#N)C)=O)C#N)C)/C1=CC=C(C=C1)CN1C(OCC1)=O